(R)-2-amino-3-cyano-N-(4-phenyl-2-(trifluoromethyl)quinolin-7-yl)propionamide Sodium (S)-(4-(3-(4,4-difluorocyclohexyl)-6,7-difluoro-2-oxoindolin-3-yl)phenyl)boroate FC1(CCC(CC1)[C@]1(C(NC2=C(C(=CC=C12)F)F)=O)C1=CC=C(C=C1)OB([O-])[O-])F.[Na+].N[C@@H](C(=O)NC1=CC=C2C(=CC(=NC2=C1)C(F)(F)F)C1=CC=CC=C1)CC#N.[Na+]